CC1(C=C(C(=O)OCC)C(=O)OCC)CC=CC=C1 diethyl (1-methylbenzylidene)malonate